mercapto-mercaptobenzimidazole SC1=CC=CC=2N=C(NC21)S